1-(5-Fluoro-4-methyl-4'-((4-methylpiperazin-1-yl)sulfonyl)-[1,1'-biphenyl]-3-yl)-1-propylthiourea FC=1C(=C(C=C(C1)C1=CC=C(C=C1)S(=O)(=O)N1CCN(CC1)C)N(C(=S)N)CCC)C